N-((S)-1-(4-(cyclopropanesulfonyl)pyridin-2-yl)-2-((S)-piperidin-2-yl)ethyl)-5-(6-ethoxypyrazin-2-yl)thiazole-2-carboxamide C1(CC1)S(=O)(=O)C1=CC(=NC=C1)[C@H](C[C@H]1NCCCC1)NC(=O)C=1SC(=CN1)C1=NC(=CN=C1)OCC